N-bocaminobutanoic acid C(=O)(OC(C)(C)C)NC(C(=O)O)CC